4'-(1-(phenylcarbamoyl)pyrrolidine-2-carboxamido)-[1,1'-biphenyl]-4-carboxylic acid C1(=CC=CC=C1)NC(=O)N1C(CCC1)C(=O)NC1=CC=C(C=C1)C1=CC=C(C=C1)C(=O)O